N-(6-amino-1,3-dimethyl-2,4-dioxo-1,2,3,4-tetrahydropyrimidin-5-yl)carboxamide NC1=C(C(N(C(N1C)=O)C)=O)NC=O